F[C@H]1[C@H](NC1)C (2R,3R)-3-fluoro-2-methylazetidine